1-(2-(4-(4-cyanophenyl)piperidine-1-carbonyl)-5-methylpyridin-4-yl)-3-(tetrahydrofuran-3-yl)urea C(#N)C1=CC=C(C=C1)C1CCN(CC1)C(=O)C1=NC=C(C(=C1)NC(=O)NC1COCC1)C